4'-((5-chloro-2-((2-methoxy-4-(3-(4-methylpiperazin-1-yl)azetidin-1-yl)phenyl)amino)pyrimidin-4-yl)oxy)-2'-methylspiro[cyclopropane-1,1'-isoindolin]-3'-one ClC=1C(=NC(=NC1)NC1=C(C=C(C=C1)N1CC(C1)N1CCN(CC1)C)OC)OC1=C2C(N(C3(C2=CC=C1)CC3)C)=O